2-(6-(hydroxy(pyridin-2-yl)methyl)-4-methylpyridazin-3-yl)-5-(trifluoromethyl)phenol OC(C1=CC(=C(N=N1)C1=C(C=C(C=C1)C(F)(F)F)O)C)C1=NC=CC=C1